[Br-].C(C1=CC=CC=C1)NC(C[N+]1(CCCCCC1)CC(=O)NC1=C(SC=C1C)C(NCCO[Si](C)(C)C(C)(C)C)=O)=O 1-(2-(benzylamino)-2-oxoethyl)-1-(2-((2-((2-((tert-butyldimethylsilyl)oxy)ethyl)carbamoyl)-4-methylthiophen-3-yl)amino)-2-oxoethyl)azepan-1-ium bromide